4-fluoro-N-{[3-fluoro-4-(propan-2-yl)phenyl](phenyl)methyl}-1-{2-[4-(morpholin-4-yl)-1H-1,2,3-triazol-5-yl]acetyl}pyrrolidine-2-carboxamide FC1CC(N(C1)C(CC1=C(N=NN1)N1CCOCC1)=O)C(=O)NC(C1=CC=CC=C1)C1=CC(=C(C=C1)C(C)C)F